O=C1C=CNC=2N=CN=C(C21)NC(C)C2N(CCC1=CC=CC=C21)C=2C=CC=C1C=CN(C(C21)=O)C2=CC=CC=C2 1-((5-oxo-5,8-dihydropyrido[2,3-d]pyrimidin-4-yl)amino)ethyl-2'-phenyl-3,4-dihydro-1H-(2,8'-biisoquinolin)-1'(2'H)-one